C[C@H]1C[C@H](CNC1)C(=O)O (3R,5S)-5-methylpiperidine-3-carboxylic acid